1,3-Dibutylimidazolium chloride [Cl-].C(CCC)N1C=[N+](C=C1)CCCC